(2-isobutylpyrazol-3-yl)boronic acid C(C(C)C)N1N=CC=C1B(O)O